ClC1=CC(=NC=C1CCl)Cl 4,6-dichloro-nicotinyl chloride